dimethylaminoethanethiol hydrochloride salt Cl.CN(C)C(C)S